NC1=C2C(=NC=N1)N(N=C2C2=CC=C(C=C2)OC2=CC=CC=C2)[C@H]2CN(CCC2)C(CCCN2CCN(CC2)CCCCCCCCCCNC2=C1CN(C(C1=CC=C2)=O)C2C(NC(CC2)=O)=O)=O 3-(4-((10-(4-(4-((R)-3-(4-amino-3-(4-phenoxyphenyl)-1H-pyrazolo[3,4-d]pyrimidin-1-yl)piperidin-1-yl)-4-oxobutyl)piperazin-1-yl)decyl)amino)-1-oxoisoindoline-2-yl)piperidine-2,6-dione